6,6-dimethyl-3-(1-methyl-1H-indol-5-yl)-5,6,7,8-tetrahydrobenzo[4,5]thieno[2,3-d]pyrimidine-2,4(1H,3H)-dione CC1(CCC2=C(C3=C(NC(N(C3=O)C=3C=C4C=CN(C4=CC3)C)=O)S2)C1)C